[In].[Cr] CHROMIUM-INDIUM